CS(=O)(=O)N1CCC(CC1)C1=CC(=C(C=2N1N=C(N2)N)C2=CC=CC=C2)C=2C=NNC2 (1-(methylsulfonyl)piperidin-4-yl)-8-phenyl-7-(1H-pyrazol-4-yl)-[1,2,4]triazolo[1,5-a]pyridin-2-amine